2,2-dimethyl-3-[3-[6-(2-hydroxy-4,6-dimethyl-phenyl)pyrido[2,3-b]pyrazin-3-yl]-1-piperidyl]propanoic acid CC(C(=O)O)(CN1CC(CCC1)C1=CN=C2C(=N1)N=C(C=C2)C2=C(C=C(C=C2C)C)O)C